1-(3,4-difluorobenzyl)-4-(4-methylpiperazin-1-yl)-2-(trifluoromethyl)-1H-indole FC=1C=C(CN2C(=CC3=C(C=CC=C23)N2CCN(CC2)C)C(F)(F)F)C=CC1F